1-(4-fluoro-phenyl)piperazine FC1=CC=C(C=C1)N1CCNCC1